(S)-N'-((1,2,3,5,6,7-hexahydro-s-indacen-4-yl)carbamoyl)-4,7-dihydro-5H-thieno[2,3-c]pyran-2-sulfonimidamide C1CCC2=C(C=3CCCC3C=C12)NC(=O)N=[S@@](=O)(N)C1=CC2=C(COCC2)S1